NC1=NC2=NC=C(N=C2C(N1)=O)CN(C(C(F)(F)F)=O)C1=CC=C(C(=O)N[C@@H](CCC(NCCNC(=O)OC(C)(C)C)=O)C(=O)OC)C=C1 Methyl N2-(4-(N-((2-amino-4-oxo-3,4-dihydropteridin-6-yl)methyl)-2,2,2-trifluoroacetamido)benzoyl)-N5-(2-((tert-butoxycarbonyl)amino) ethyl)-L-glutaminate